C(C1=CC=CC=C1)=S benzylidenesulfur